Cl.CNC(C)=O N-methyl-acetamide, hydrochloride salt